methyl (2S)-2-[[(2S)-2-[(7-chloro-1H-indole-2-carbonyl)amino]-3-cyclopropyl-propanoyl]amino]-3-(5,5-dimethyl-2-oxo-pyrrolidin-3-yl)propanoate ClC=1C=CC=C2C=C(NC12)C(=O)N[C@H](C(=O)N[C@H](C(=O)OC)CC1C(NC(C1)(C)C)=O)CC1CC1